ClC1=CC(=C(C=N1)C1=NC=C(C=C1F)CN1CC(C1)OC(F)F)F 6'-Chloro-5-((3-(difluoromethoxy)azetidin-1-yl)methyl)-3,4'-difluoro-2,3'-bipyridine